CN1C[C@H](CCCC1)NC=1N=NC(=C2C1C=NC=C2)C2=C(C=C(C=C2)C(F)(F)F)O 2-(4-{[(3S)-1-methylazepan-3-yl]amino}pyrido[3,4-d]pyridazin-1-yl)-5-(trifluoromethyl)phenol